tert-butyl 3-hydroxy-4-(trifluoromethyl)piperidine-1-carboxylate OC1CN(CCC1C(F)(F)F)C(=O)OC(C)(C)C